C1SCCC12CCCNC2 2-thia-9-azaspiro[4.5]decane